N-(1-methylcyclopropyl)-1H-benzo[d]imidazole-6-sulfonamide CC1(CC1)NS(=O)(=O)C=1C=CC2=C(NC=N2)C1